C=1C=CCN2C=CC3=C(C12)C=C1C(=N3)C=CC=C1 benzopyridoquinolizine